FC=1C=CC(=C(C1)[C@@H](C)NC1=NC=2N(C=C1)N=CC2C(=O)OCC)OS(=O)(=O)C(F)(F)F ethyl (R)-5-((1-(5-fluoro-2-(((trifluoromethyl)sulfonyl)oxy) phenyl)ethyl)amino)pyrazolo[1,5-a]pyrimidine-3-carboxylate